(R)-5-((1-(5-(3-(Dimethylamino)pyrrolidin-1-yl)pyridin-2-yl)-1H-imidazol-4-yl)amino)pyrazine-2-carbonitrile CN([C@H]1CN(CC1)C=1C=CC(=NC1)N1C=NC(=C1)NC=1N=CC(=NC1)C#N)C